4-{5-[(1-{[4-(propan-2-yl)phenyl]carbamoyl}-D-prolyl)amino]pyridin-2-yl}benzoic acid CC(C)C1=CC=C(C=C1)NC(=O)N1[C@H](CCC1)C(=O)NC=1C=CC(=NC1)C1=CC=C(C(=O)O)C=C1